C(C)(C)(C)OC(=O)N(C1(CCOCC1)C(=O)O)C 4-[(tert-butoxycarbonyl)(methyl)amino]oxane-4-carboxylic acid